6-bromo-8-iodo-2-(tetrahydro-2H-pyran-4-yl)quinoline BrC=1C=C2C=CC(=NC2=C(C1)I)C1CCOCC1